(R)-1-((2-amino-7-(1H-pyrazol-5-yl)quinolin-4-yl)oxy)-3-morpholinopropan-2-ol NC1=NC2=CC(=CC=C2C(=C1)OC[C@@H](CN1CCOCC1)O)C1=CC=NN1